FC1CNCC1C 3-fluoro-4-methyl-pyrrolidine